FC1=CC=C(C=C1)C=1N=C(SC1C(F)(F)F)N 4-(4-fluorophenyl)-5-(trifluoromethyl)thiazol-2-amine